NC1=C(C(=NC=N1)NCC1CC2CCC(C1)N2C(C=C)=O)C2=CC=C(C=C2)OC2=CC=CC=C2 1-(3-(((6-Amino-5-(4-phenoxyphenyl)pyrimidin-4-yl)amino)methyl)-8-azabicyclo[3.2.1]octan-8-yl)prop-2-en-1-on